C(CCCCCCCCC)N(C(CCCCCCCCC)=O)CCCCCCCCN(C1CCC(CC1)O)CCCCCCCC(=O)N(CCCCCCCCCC)CCCCCCCCCC N-decyl-N-(8-((8-(didecylamino)-8-oxooctyl)((1s,4s)-4-hydroxycyclohexyl)amino)octyl)decanamide